ClC1=C(C=CC=C1)C1=NC=2N(C(N(C(C2N1C1=CC=C(C=C1)Cl)=O)CC(=O)OC)=O)CC1=CC=C(C=C1)CN1CCOCC1 Methyl 2-[8-(2-chlorophenyl)-7-(4-chlorophenyl)-3-[[4-(morpholin-4-ylmethyl)phenyl]methyl]-2,6-dioxopurin-1-yl]acetate